OC(COC(NS(=O)(=O)C=1SC(=CC1C1=CC(=C(C=C1)CN1C(=NC=C1)C)F)CC(C)C)=O)CC (3-(3-fluoro-4-((2-methyl-1H-imidazol-1-yl)methyl)phenyl)-5-isobutylthiophene-2-yl)sulfonylCarbamic acid 2-hydroxybutyl ester